FCC1(CC(=CC(=C1)CF)CF)B(O)O 1,3,5-trifluoromethyl-phenylboronic acid